NC(C(=O)O)CCCCCC α-aminocaprylic acid